4-Chloro-7-[4-(4-{4-[(1,3-dioxolan-2-yl)methyl]piperidin-1-yl}phenyl)piperidin-1-yl]-1H-indole-3-carbonitrile ClC1=C2C(=CNC2=C(C=C1)N1CCC(CC1)C1=CC=C(C=C1)N1CCC(CC1)CC1OCCO1)C#N